4-chloro-1-((3,3-difluorocyclopentyl)methyl)-3-(1,1-difluoroethyl)-1H-pyrazole ClC=1C(=NN(C1)CC1CC(CC1)(F)F)C(C)(F)F